N-(6-((methylsulfonyl)methyl)pyridin-3-yl)-5,6,7,8-tetrahydro-2,6-naphthyridin-3-amine CS(=O)(=O)CC1=CC=C(C=N1)NC=1N=CC=2CCNCC2C1